(R)-4-bromo-N-(6-methyl-2-(2-methylmorpholino)pyrimidin-4-yl)-2-(6-azaspiro[2.5]oct-6-yl)benzamide BrC1=CC(=C(C(=O)NC2=NC(=NC(=C2)C)N2C[C@H](OCC2)C)C=C1)N1CCC2(CC2)CC1